1-(3-bromo-4-methoxyphenyl)-3-methyl-1H-pyrazol-5-amine BrC=1C=C(C=CC1OC)N1N=C(C=C1N)C